S1C=CC2=C1C=CC=C2 [1]-benzothiophene